((tert-butyldimethylsilyl) oxy)-2-methylbenzoate [Si](C)(C)(C(C)(C)C)OC=1C(=C(C(=O)[O-])C=CC1)C